C(=O)O.ClC=1C(=NC=C(C1)Cl)N1CCC2(CC1)C=1C=CC(=NC1CN(C2)C[C@H]2C[C@@H](CN2)O)C2=C(C=CC=C2)OCC (3S,5R)-5-[[1'-(3,5-dichloro-2-pyridinyl)-2-(2-ethoxyphenyl)spiro[6,8-dihydro-1,7-naphthyridine-5,4'-piperidine]-7-yl]methyl]pyrrolidin-3-ol formate salt